methyl (R)-6-(1-(3-(1H-pyrazol-1-yl)propanoyl)piperidin-3-yl)-4-chloro-7-fluoro-1H-indole-2-carboxylate N1(N=CC=C1)CCC(=O)N1C[C@H](CCC1)C1=CC(=C2C=C(NC2=C1F)C(=O)OC)Cl